(3-(1-Cyclopropyl-1H-1,2,4-triazol-3-yl)-4-methoxy-5-nitrophenyl)methanol C1(CC1)N1N=C(N=C1)C=1C=C(C=C(C1OC)[N+](=O)[O-])CO